3-(5-(4-(1-(2-(4-(4-amino-3-(4-phenoxyphenyl)-1H-pyrazolo[3,4-d]pyrimidin-1-yl)piperidin-1-yl)ethyl)piperidin-4-yl)piperazin-1-yl)-1-oxoisoindolin-2-yl)piperidine-2,6-dione NC1=C2C(=NC=N1)N(N=C2C2=CC=C(C=C2)OC2=CC=CC=C2)C2CCN(CC2)CCN2CCC(CC2)N2CCN(CC2)C=2C=C1CN(C(C1=CC2)=O)C2C(NC(CC2)=O)=O